O1CCC(CC1)OC=1C=NC=CC1CO (3-((tetrahydro-2H-pyran-4-yl)oxy)pyridin-4-yl)methanol